5-((((6-fluoro-benzopyran-3-yl)methyl)thio)methyl)-2-methylfuran-3-carboxylic acid FC=1C=CC2=C(C=C(CO2)CSCC2=CC(=C(O2)C)C(=O)O)C1